COC=1C=C(C=CC1)C1=NC=CC(=N1)O 2-(3-methoxyphenyl)pyrimidin-4-ol